N-Cyclohexylbenzamide C1(CCCCC1)NC(C1=CC=CC=C1)=O